2-({2-[Bis(carboxymethyl)amino]ethyl}(carboxymethyl)amino)acetic acid C(=O)(O)CN(CCN(CC(=O)O)CC(=O)O)CC(=O)O